methyl (S)-2-(4-(6-((4-chloro-2-fluorobenzyl)oxy)pyridin-2-yl)benzyl)-1-(oxetan-2-ylmethyl)-1H-benzo[d]imidazole-6-carboxylate ClC1=CC(=C(COC2=CC=CC(=N2)C2=CC=C(CC3=NC4=C(N3C[C@H]3OCC3)C=C(C=C4)C(=O)OC)C=C2)C=C1)F